OC(CCCCCCCCCCCCCCCCCCCCCCCCC(=O)O)C 26-Hydroxy-heptacosanoic acid